ethyl 8-methyl-6-(trifluoromethyl)-5,6,7,8-tetrahydroimidazo[1,2-a]pyridine-2-carboxylate CC1C=2N(CC(C1)C(F)(F)F)C=C(N2)C(=O)OCC